ClC=1C=C(C=CC1F)N(S(=O)(=O)C)CC1=NC=C(C=C1)C(=O)NN N-(3-chloro-4-fluorophenyl)-N-((5-(hydrazinecarbonyl)pyridin-2-yl)methyl)methanesulfonamide